(5-((4-(3-((2-((1S)-1-((tetrahydro-2H-pyran-2-yl)oxy)ethyl)-1H-imidazol-1-yl)methyl)isoxazol-5-yl)phenyl)ethynyl)pyridin-2-yl)methanol O1C(CCCC1)O[C@@H](C)C=1N(C=CN1)CC1=NOC(=C1)C1=CC=C(C=C1)C#CC=1C=CC(=NC1)CO